2-[3-[3-(4-chlorophenyl)-4-phenyl-4,5-dihydropyrazol-1-yl]-1-(cyclohexylmethyl)-5-oxo-1,2,4-triazol-4-yl]propanoic acid ClC1=CC=C(C=C1)C1=NN(CC1C1=CC=CC=C1)C1=NN(C(N1C(C(=O)O)C)=O)CC1CCCCC1